3-(2-chloro-3-(3-((1-methyl-1H-imidazol-4-yl)methyl)-2-oxo-2,3-dihydrobenzo[d]oxazol-6-yl)phenyl)piperidine-2,6-dione ClC1=C(C=CC=C1C1=CC2=C(N(C(O2)=O)CC=2N=CN(C2)C)C=C1)C1C(NC(CC1)=O)=O